C1(CC1)OC1=NC2=CC=C(C=C2C=C1)C=1C=C(C=NC1)N1CC2(CN(C2)C(=O)C=2C=NN(C2)C)C1 (6-(5-(2-cyclopropyloxyquinolin-6-yl)pyridin-3-yl)-2,6-diazaspiro[3.3]heptane-2-yl)(1-methyl-1H-pyrazol-4-yl)methanone